NC=1NC(C=2N(C(N(C2N1)[C@@H]1O[C@@H]([C@@H]([C@H]1O)F)[C@H](CC)O)=O)CCCC)=O 2-amino-7-butyl-9-((2r,3s,4r,5r)-4-fluoro-3-hydroxy-5-((S)-1-hydroxypropyl)tetrahydrofuran-2-yl)-7,9-dihydro-1H-purine-6,8-dione